C(CCCCCCCCCCCCCCC(C)C)(=O)Br isostearoyl bromide